COC1=C(C=C(C=C1)S(=O)(=O)C1=CNC2=CC=C(C=C12)Br)[N+]1(CCN(CC1)C(C(Cl)(Cl)Cl)=O)[O-] 1-(2-methoxy-5-((5-bromo-1H-indol-3-yl)sulfonyl)phenyl)-4-(2,2,2-trichloroacetyl)piperazine 1-oxide